(S)-1'-(7-amino-8-((2-amino-3-chloropyridin-4-yl)thio)imidazo[1,2-c]pyrimidin-5-yl)-1,3-dihydrospiro[indene-2,4'-piperidine]-1-amine NC1=C(C=2N(C(=N1)N1CCC3(CC1)[C@@H](C1=CC=CC=C1C3)N)C=CN2)SC2=C(C(=NC=C2)N)Cl